3-((5-(Aminomethyl)pyrimidin-2-yl)amino)piperidine-2,6-dione NCC=1C=NC(=NC1)NC1C(NC(CC1)=O)=O